FC=1C=CC(=NC1O)C1=CCC(CC1)CC=O 2-(4-(5-fluoro-6-hydroxypyridin-2-yl)cyclohex-3-en-1-yl)acetaldehyde